N(=[N+]=[N-])C(CN=[N+]=[N-])C1=CC(=CC=C1)C 1-(1,2-Diazidoethyl)-3-methylbenzene